CNC(=O)C1=NC=CC=C1 (methylcarbamoyl)pyridin